1-nonyl-2,3-dimethylimidazolium Bis(trifluoromethylsulfonyl)imide [N-](S(=O)(=O)C(F)(F)F)S(=O)(=O)C(F)(F)F.C(CCCCCCCC)N1C(=[N+](C=C1)C)C